C(=O)(OC(C)(C)C)C(C(=O)O)(CCC)N boc-aminopentanoic acid